C(C)(C)(C)N\C=C\1/C(C=C(C=C1)C(C)C)C1=CNC2=CC=CC=C12 (Z)-3-((tert-butylamino)methylene)-2-(1H-indol-3-yl)-6-isopropylbenzene